2,5-dichlorobenzenesulfonic acid dihydrate O.O.ClC1=C(C=C(C=C1)Cl)S(=O)(=O)O